N-(5-(5-chloro-6-fluoro-7-(hydroxymethyl)-1H-indazol-4-yl)pyrazolo[1,5-a]pyridin-2-yl)-2-fluorocyclopropane-1-carboxamide ClC=1C(=C2C=NNC2=C(C1F)CO)C1=CC=2N(C=C1)N=C(C2)NC(=O)C2C(C2)F